C(=CCCCCCCCCCCCC)S(=O)(=O)[O-].[Na+] sodium tetradecene-1-sulfonate